3-(7-fluoro-4-methyl-1-oxoisoindolin-2-yl)piperidine-2,6-dione FC=1C=CC(=C2CN(C(C12)=O)C1C(NC(CC1)=O)=O)C